(3,4-dimethoxybenzyl-carbamoyl)methyl but-3-enoate C(CC=C)(=O)OCC(NCC1=CC(=C(C=C1)OC)OC)=O